1-(4-acetoxyphenyl)-2-thiocyano-1-ethanol C(C)(=O)OC1=CC=C(C=C1)C(CSC#N)O